C(C)(C)(C)OC(=O)N1CC=2C(CC1)=NN(C2N)C2=CC(=C(C=C2)F)C 3-amino-2-(4-fluoro-3-methylphenyl)-6,7-dihydro-4H-pyrazolo[4,3-c]Pyridine-5-carboxylic acid tert-butyl ester